ClC1=C(NC=2C=CC(=NC2)C#N)C=CC=C1[C@]1(NC(N(C(C1)=O)C1CC(C1)(C)O)=N)C 5-{2-Chloro-3-[(4S)-1-(3-hydroxy-3-methylcyclobutyl)-2-imino-4-methyl-6-oxo-hexahydropyrimidin-4-yl]-anilino}pyridine-2-carbonitrile